C(C)(C)(C)OC(=O)N1CC=2N(C[C@@H]1C)C(N(C2C(=O)O)C2=CC=C(C=C2)OC2CC2)=O |o1:12| (6S*)-7-(tert-butoxycarbonyl)-2-(4-cyclopropoxyphenyl)-6-methyl-3-oxo-2,3,5,6,7,8-hexahydroimidazo[1,5-a]pyrazine-1-carboxylic acid